2-(3-isocyanatopropyl)-2,6-bis(isocyanatomethyl)bicyclo[2.2.1]heptane N(=C=O)CCCC1(C2C(CC(C1)C2)CN=C=O)CN=C=O